tert-butyl N-({[(tert-butoxy)carbonyl]amino}({[(3S)-3-{[(tert-butoxy)carbonyl]amino}-3-{[(1S,2S)-2-methyl-1-(methylcarbamoyl)butyl]carbamoyl}propoxy]-imino})methyl)carbamate C(C)(C)(C)OC(=O)NC(NC(OC(C)(C)C)=O)=NOCC[C@@H](C(N[C@@H]([C@H](CC)C)C(NC)=O)=O)NC(=O)OC(C)(C)C